1-[3-(aminomethyl)benzyl]-3-bromo-4-[(2,4-difluorobenzyl)oxy]-6-methylpyridin-2(1H)-one NCC=1C=C(CN2C(C(=C(C=C2C)OCC2=C(C=C(C=C2)F)F)Br)=O)C=CC1